ClC1=C(C(=C(C=C1OC)OC)Cl)C1=CC2=C(N=C(N=C2)N[C@@H]2COCC[C@@H]2NC(C=C)=O)C(=N1)NCCCCN1CC(CC1)(F)F N-((3S,4S)-3-((6-(2,6-dichloro-3,5-dimethoxyphenyl)-8-((4-(3,3-difluoropyrrolidin-1-yl)butyl)amino)pyrido[3,4-d]pyrimidin-2-yl)amino)tetrahydro-2H-pyran-4-yl)acrylamide